BrC1=NN2C(CN(CC2)C(=O)OC(C)(C)C)=C1C1=C2C(=NC=C1F)NC=C2 tert-butyl 2-bromo-3-(5-fluoro-1H-pyrrolo[2,3-b]pyridin-4-yl)-6,7-dihydropyrazolo[1,5-a]pyrazine-5(4H)-carboxylate